5-(1,1-difluoro-2-((1-hydroxy-2-methylpropan-2-yl)amino)-2-oxoethyl)-N-(4-fluoro-3-methylphenyl)-1-methyl-1H-pyrrole-3-carboxamide FC(C(=O)NC(CO)(C)C)(F)C1=CC(=CN1C)C(=O)NC1=CC(=C(C=C1)F)C